FC1=C(C#N)C=C(C=C1)OC1=C(C(=C(C=C1F)[N+](=O)[O-])F)F 2-Fluoro-5-(2,3,6-trifluoro-4-nitro-phenoxy)benzonitrile